C(C)OC(=[Se])C1=CC(=C2C(=N1)C=CC(=C2)N2C(N(C[C@H]2C(N(C)C2=C(C(=C(C=C2)F)Cl)F)=O)C(=O)OC(C)(C)C)=O)C(F)(F)F (S)-6-(3-(tert-butoxycarbonyl)-5-((3-chloro-2,4-difluorophenyl)(methyl)carbamoyl)-2-Oxoimidazolidin-1-yl)-4-(trifluoromethyl)selenobenzo[2,3-b]pyridine-2-carboxylic acid ethyl ester